tert-butyl 8-[4-[(9R)-9-(methoxymethyl)-4,5,13-trimethyl-3-thia-1,8,11,12-tetrazatricyclo[8.3.0.02,6]trideca-2(6),4,7,10,12-pentaen-7-yl]phenyl]-2-azaspiro[4.5]decane-2-carboxylate COC[C@@H]1N=C(C=2C(=C(SC2N2C(=NN=C12)C)C)C)C1=CC=C(C=C1)C1CCC2(CCN(C2)C(=O)OC(C)(C)C)CC1